F[C@@H]1CC(CN(C1)C)NC1=NN=C(CC=2C1=CCOC2)C2=CC=C1C(CCO1)=C2O 5-(1-{[(5R)-5-fluoro-1-methylpiperidin-3-yl]amino}-7,8-dihydro-5H-pyrano[4,3-d][1,2]diazepine-4-yl)-2,3-dihydro-1-benzofuran-4-ol